NC1=CC(=CC(=C1)[N+](=O)[O-])N 1,3-diamino-5-nitrobenzene